rac-7-(ethyl(3-oxo-3-(4-(5-(trifluoromethyl)pyrimidin-2-yl)piperazin-1-yl)propyl)amino)-4-(trifluoromethyl)-2,5,6,7-tetrahydro-3H-cyclopenta[c]pyridazin-3-one C(C)N([C@@H]1CCC=2C1=NNC(C2C(F)(F)F)=O)CCC(N2CCN(CC2)C2=NC=C(C=N2)C(F)(F)F)=O |r|